COCCNC1=C(C(=O)OC)C=C(C=N1)C1=CC(=CC=C1)C(NC1=CC=C(C=C1)OCCC1=CC=CC=C1)=O methyl 2-((2-methoxyethyl)amino)-5-(3-((4-phenethoxyphenyl)carbamoyl)phenyl)nicotinate